1-azabicyclo[2.2.2]oct-3-yl [3-(4'-fluorobiphenyl-4-yl)oxetan-3-yl]carbamate FC1=CC=C(C=C1)C1=CC=C(C=C1)C1(COC1)NC(OC1CN2CCC1CC2)=O